N-[[5-[bis[(4-methoxyphenyl)methyl]amino]-6-methyl-1-(2-trimethylsilylethoxymethyl)pyrrolo[3,2-b]pyridin-2-yl]methyl]-N-(1-cyano-2-naphthyl)acetamide COC1=CC=C(C=C1)CN(C1=C(C=C2C(=N1)C=C(N2COCC[Si](C)(C)C)CN(C(C)=O)C2=C(C1=CC=CC=C1C=C2)C#N)C)CC2=CC=C(C=C2)OC